N-{5-[2-chloro-5-(hydroxymethyl)phenyl]-1H-indazol-3-yl}-1-methylpiperidine-4-carboxamide p-toluenesulfonate CC1=CC=C(C=C1)S(=O)(=O)O.ClC1=C(C=C(C=C1)CO)C=1C=C2C(=NNC2=CC1)NC(=O)C1CCN(CC1)C